7-morpholino-N-(5-phenyl-1H-pyrazol-3-yl)-2-(4-pyridinyl)pyrazolo[1,5-a]Pyrimidin-5-amine O1CCN(CC1)C1=CC(=NC=2N1N=C(C2)C2=CC=NC=C2)NC2=NNC(=C2)C2=CC=CC=C2